ClC=1C=C(C=CC1OCC1=NC=CC=C1)N1C=C(C=2N=CN=C(C21)N)C2CNCCC2 5-(3-chloro-4-(pyridin-2-ylmethoxy)phenyl)-7-(piperidin-3-yl)-5H-pyrrolo[3,2-d]pyrimidin-4-amine